(S)-6-(methoxymethyl)-8-methyl-2-(1H-pyrazol-4-yl)-4,5,7,8-tetrahydro-3-oxa-1-thia-5a,8-diazabenzo[cd]azulen-9(6H)-one COC[C@H]1N2C=3C(=C(SC3C(N(C1)C)=O)C=1C=NNC1)OCC2